4-[4-(dimethylamino)-1-(4-fluorophenyl)-1-hydroxybutyl]-3-hydroxymethylbenzaldehyde CN(CCCC(O)(C1=CC=C(C=C1)F)C1=C(C=C(C=O)C=C1)CO)C